3-(4-(((1r,4r)-4-((3,3-difluorocyclobutyl)amino)cyclohexyl)(2-(1-(trifluoromethyl)cyclopropyl)ethyl)amino)-1-oxoisoindolin-2-yl)piperidine-2,6-dione FC1(CC(C1)NC1CCC(CC1)N(C1=C2CN(C(C2=CC=C1)=O)C1C(NC(CC1)=O)=O)CCC1(CC1)C(F)(F)F)F